C(C)N1N=C(C=2CN(CCC21)S(=O)(=O)C)C(=O)N2CCC(CC2)C2=C(C=CC=C2)C(F)(F)F (1-ethyl-5-(methylsulfonyl)-4,5,6,7-tetrahydro-1H-pyrazolo[4,3-c]pyridin-3-yl)(4-(2-(trifluoromethyl)phenyl)piperidin-1-yl)methanone